(R)-[(3aR,6R,6aR)-6-(4-aminopyrrolo[2,3-d]pyrimidin-7-yl)-2,2,3a-trimethyl-6,6a-dihydro-4H-furo[3,4-d][1,3]dioxol-4-yl]-(3,4-dichlorophenyl)methanol NC=1C2=C(N=CN1)N(C=C2)[C@@H]2OC([C@@]1([C@H]2OC(O1)(C)C)C)[C@H](O)C1=CC(=C(C=C1)Cl)Cl